ClC1=C(C(=CC=C1Cl)OC)C1CC(NCC1)CNS(=O)(=O)C1CC1 N-[[4-(2,3-dichloro-6-methoxyphenyl)piperidin-2-yl]methyl]cyclopropanesulfonamide